2,5-dibromo-p-benzoquinone BrC=1C(C=C(C(C1)=O)Br)=O